(7R)-2-[4-(3-methoxyphenoxy)phenyl]-7-[4-(prop-2-enoyl)piperazin-1-yl]-4,5,6,7-tetrahydro-2H-pyrazolo[4,3-b]pyridine-3-carboxamide COC=1C=C(OC2=CC=C(C=C2)N2N=C3C(NCC[C@H]3N3CCN(CC3)C(C=C)=O)=C2C(=O)N)C=CC1